N1C=C(C2=CC=CC=C12)C[C@@H](C=1OC(=NN1)C)NC(=O)C1(CC2=CC=CC=C2C1)CC(=O)O (S)-2-(2-((2-(1H-indol-3-yl)-1-(5-methyl-1,3,4-oxadiazol-2-yl)ethyl)carbamoyl)-2,3-dihydro-1H-inden-2-yl)acetic acid